N=1C(C(C=C2C=CC=NC12)=O)=O 2,3-dihydronaphthyridinedione